COC=1C=C(C=CC1C(NC=1OC(=NN1)C=1SC=CC1)=O)C1CCC(CC1)C(=O)O 4-(3-methoxy-4-((5-(thiophen-2-yl)-1,3,4-oxadiazol-2-yl)carbamoyl)phenyl)cyclohexane-1-carboxylic acid